ClC1=C(NC=2SC(=C(N2)C(CCC(=O)O)(CC)CC)C)C=CC(=C1)Cl 4-[2-(2,4-DICHLOROANILINO)-5-METHYL-THIAZOL-4-YL]-4-ETHYL-HEXANOIC ACID